2-((S)-4-(7-(8-ethynylnaphthalen-1-yl)-8-fluoro-2-(((S)-1-methylpyrrolidin-2-yl)methoxy)pyrido[4,3-d]pyrimidin-4-yl)-1-(2-fluoroacryloyl)piperazin-2-yl)acetonitrile C(#C)C=1C=CC=C2C=CC=C(C12)C1=C(C=2N=C(N=C(C2C=N1)N1C[C@@H](N(CC1)C(C(=C)F)=O)CC#N)OC[C@H]1N(CCC1)C)F